5-formylfuran C(=O)C1=CC=CO1